5-(3-((4-((benzyloxy)methyl)-phenyl)carbamoyl)-4-fluorophenyl)-2-methylnicotinic acid C(C1=CC=CC=C1)OCC1=CC=C(C=C1)NC(=O)C=1C=C(C=CC1F)C=1C=NC(=C(C(=O)O)C1)C